ClC1=C(C=C(C=C1C(F)(F)F)[N+](=O)[O-])C(C)=O 1-(2-chloro-5-nitro-3-(trifluoromethyl)phenyl)ethan-1-one